C(C)NC(=O)C1=CC2=C(C(N(C=C2C2=C(C=CC(=C2)C(=C)C)OC2=C(C=C(C=C2C)F)C)C)=O)S1 N-ethyl-4-(2-(4-fluoro-2,6-dimethylphenoxy)-5-(prop-1-en-2-yl)phenyl)-6-methyl-7-oxo-6,7-dihydrothieno[2,3-c]pyridine-2-carboxamide